C[Si](CCOCN1N=C(C=C1)CSC)(C)C trimethyl-[2-[[3-(methylthiomethyl)pyrazol-1-yl]methoxy]ethyl]silane